7-(5-chloro-2-(2-(5-cyano-2-methyl-6-(4-methylpiperazin-1-yl)-4-oxopyrido[3,4-d]pyrimidin-3(4H)-yl)ethoxy)phenyl)-5-methylthieno[3,2-b]pyridine-3-carboxylic acid ClC=1C=CC(=C(C1)C1=C2C(=NC(=C1)C)C(=CS2)C(=O)O)OCCN2C(=NC1=C(C2=O)C(=C(N=C1)N1CCN(CC1)C)C#N)C